butyl 4-oxoazepane-1-carboxylate O=C1CCN(CCC1)C(=O)OCCCC